4-((2-(2-((2-chlorobenzyl)oxy)ethoxy)ethoxy)methyl)-N,N-bis(3-methoxybenzyl)thiazol-2-amine ClC1=C(COCCOCCOCC=2N=C(SC2)N(CC2=CC(=CC=C2)OC)CC2=CC(=CC=C2)OC)C=CC=C1